C1(=CC=CC=C1)C(=CCN(C(C=C)=O)[C@H](C)C1=CC=C(C=C1)OC)C1=CC=CC=C1 (R)-N-(3,3-diphenylallyl)-N-(1-(4-methoxyphenyl)ethyl)acrylamide